ClC=1C=C(C=CC1)[C@@H](C)NC(\C(=C\C1=CNC2=NC=CC=C21)\C#N)=O (R,E)-N-(1-(3-chlorophenyl)ethyl)-2-cyano-3-(1H-pyrrolo[2,3-b]pyridin-3-yl)acrylamide